(1S,2S)-2-(methylamino)cyclohexan-1-ol CN[C@@H]1[C@H](CCCC1)O